2-((2-hydroxy-6-methoxypyridin-3-yl)methyl)-6-(4-methoxyphenylsulphonyl)phthalazin-1(2H)-one OC1=NC(=CC=C1CN1C(C2=CC=C(C=C2C=N1)S(=O)(=O)C1=CC=C(C=C1)OC)=O)OC